ClC1=CC(=C2C=CNC2=C1)B1OC(C(O1)(C)C)(C)C 6-chloro-4-(4,4,5,5-tetramethyl-1,3,2-dioxaborolan-2-yl)-1H-indole